1-(5-ethynylpyridine-3-yl)pyrrolidine-2-nitrile C(#C)C=1C=C(C=NC1)N1C(CCC1)C#N